ClCCOC=C vinyl (2-chloroethyl) ether